(R)-2-((3-((4-chlorobenzoylmethyl)oxy)phenoxy)methyl)oxirane ClC1=CC=C(C(=O)COC=2C=C(OC[C@@H]3OC3)C=CC2)C=C1